4-amino-8-((4aS,9bS)-7-(trifluoromethyl)-1,2,3,4,4a,9b-hexahydrobenzofuro[3,2-b]pyridine-1-carbonyl)imidazo[1,5-a]quinoxaline-7-carbonitrile NC=1C=2N(C3=CC(=C(C=C3N1)C#N)C(=O)N1[C@@H]3[C@H](CCC1)OC1=C3C=CC(=C1)C(F)(F)F)C=NC2